N1=CC(=CC=C1)C(=O)OCC([C@H](C[C@H]1C(NCCC1)=O)NC([C@@H](NC(=O)OC(C)(C)C)CC(C)C)=O)=O (3S)-3-{[N-(tert-butoxycarbonyl)-L-leucyl]amino}-2-oxo-4-[(3S)-2-oxopiperidin-3-yl]butyl pyridine-3-carboxylate